CC=1C=C(C(=O)OC2=C(C(=CC(=C2)Br)/C=N/C(C(C)C)O)OC(C(C)C)=O)C=CC1 (E)-5-bromo-3-((1-hydroxy-2-methylprop-ylimino)methyl)-2-(isobutyryloxy)phenyl 3-methylbenzoate